N-palmitoyl-1-amino-cyclopropyl-carboxylic acid C(CCCCCCCCCCCCCCC)(=O)NC1(CC1)C(=O)O